(R)-tert-butyl (1-(4,6-difluoro-1H-benzo[d]imidazol-2-yl)-4,4-difluoropiperidin-3-yl)carbamate FC1=CC(=CC=2NC(=NC21)N2C[C@H](C(CC2)(F)F)NC(OC(C)(C)C)=O)F